Tert-butyl 3-((2S)-2-(((5-hydroxy-4-(hydroxymethyl)-6-methylpyridin-3-yl)methoxy)(phenoxy) phosphorylamino)-3-isopropoxy-3-oxopropyl)-1H-indole-1-carboxylate OC=1C(=C(C=NC1C)COC1=C(OP(=O)=N[C@@H](CC2=CN(C3=CC=CC=C23)C(=O)OC(C)(C)C)C(=O)OC(C)C)C=CC=C1)CO